5-chloro-2-(2-fluoro-4-pyridinyl)-4-[(3S)-3-(methylamino)-1-piperidinyl]-1H-pyrimidin-6-one ClC1=C(N=C(NC1=O)C1=CC(=NC=C1)F)N1C[C@H](CCC1)NC